COC=1C(=CC(=C(C=O)C1)[N+](=O)[O-])OP(=O)(OC1=CC=CC=C1)OC1=CC=CC=C1 5-methoxy-4-(diphenylphosphonooxy)-2-nitrobenzaldehyde